6-(cyclopropylethynyl)-1-(6-fluoro-1-methylpyrido[4,3-e][1,2,4]triazolo[4,3-a]pyrimidin-5-yl)-1,2,3,5-tetrahydrobenzo[e][1,4]oxazepine C1(CC1)C#CC1=CC=CC=2N(CCOCC21)C2=NC=1N(C3=C2C(=CN=C3)F)C(=NN1)C